((1s,3s)-3-Hydroxy-3-methylcyclobutyl)(7-(4-isopropylphenyl)-2-azaspiro[3.5]nonan-2-yl)methanon OC1(CC(C1)C(=O)N1CC2(C1)CCC(CC2)C2=CC=C(C=C2)C(C)C)C